Cl.FC=1C=C(C=CC1)COC1=CC=C(C=C1)CN 4-[(3-fluorophenyl)methoxy]-benzenemethaneamine hydrochloride